5-{[4-(hydroxymethyl)-2-thienyl]carbonyl}pyrimidin OCC=1C=C(SC1)C(=O)C=1C=NC=NC1